N-((1S)-1-(1-(5-((ethyl(methyl)(oxo)-λ6-sulfaneylidene)amino)pyridin-2-yl)-1H-1,2,4-triazol-5-yl)ethyl)-3,5-bis(trifluoromethyl)benzamide C(C)S(=O)(C)=NC=1C=CC(=NC1)N1N=CN=C1[C@H](C)NC(C1=CC(=CC(=C1)C(F)(F)F)C(F)(F)F)=O